C1=CC(=CC=C1[C@H]2[C@@H]([C@@H]([C@H](O2)COP(=O)([O-])[O-])O)O)O The molecule is an organophosphate oxoanion obtained by deprotonation of the phosphate OH groups of 4-(5-O-phospho-beta-D-ribofuranosyl)phenol; major species at pH 7.3. It derives from a D-ribofuranose 5-phosphate(2-). It is a conjugate base of a 4-(5-O-phospho-beta-D-ribofuranosyl)phenol.